(Z)-1-(((1r,4r)-4-aminocyclohexyl)methyl)-5-chloro-3-((3,5-dimethyl-1H-pyrrol-2-yl)methylene)-2-oxo-N-(prop-2-yn-1-yl)indoline-6-carboxamide hydrochloride Cl.NC1CCC(CC1)CN1C(\C(\C2=CC(=C(C=C12)C(=O)NCC#C)Cl)=C/C=1NC(=CC1C)C)=O